[5-(2-amino-5-methylpyrimidin-4-yl)pyrimidin-2-yl]{[3-fluoro-1-(3-fluoro(2-pyridyl))cyclobutyl]methyl}amine NC1=NC=C(C(=N1)C=1C=NC(=NC1)NCC1(CC(C1)F)C1=NC=CC=C1F)C